pyridine-2,4-dicarboxylate N1=C(C=C(C=C1)C(=O)[O-])C(=O)[O-]